N-butyl-2-thioxo-1,2-dihydropyridine-3-carboxamide C(CCC)NC(=O)C=1C(NC=CC1)=S